OC=1C(=CC2=C(OCO2)C1)N1N=C2C(=N1)C=CC(=C2)C(=O)OCCCCOC(C(=C)C)=O 4-(methacryloyloxy)butyl 2-(6-hydroxybenzo[1,3]dioxol-5-yl)-2H-benzotriazol-5-carboxylate